O1CC(C1)NC1=NN2C(C=N1)=C(C=C2)C=2C=CC=1N(C2)C(=CN1)C(=O)N1CCCC1 (6-(2-(oxetan-3-ylamino)pyrrolo[2,1-f][1,2,4]triazin-5-yl)imidazo[1,2-a]pyridin-3-yl)(pyrrolidin-1-yl)methanone